ClC1=C(C=CC=C1)CC(=O)NC1=CC(=C(C=C1)C=1OC(=NN1)C)S(NCC1=C(C=C(C=C1)OC)OC)(=O)=O 2-(2-chlorophenyl)-N-{3-[(2,4-dimethoxybenzyl)sulfamoyl]-4-(5-methyl-1,3,4-oxadiazol-2-yl)phenyl}acetamide